5-(4,5,6,7-tetrahydropyrazolo[1,5-a]pyridin-3-yl)-1H-indazole-1-carboxamide N1=CC(=C2N1CCCC2)C=2C=C1C=NN(C1=CC2)C(=O)N